FC1=C(C(=C(C=C1OC)OC)F)N1C(N(C2=C(C1)C=NC(=C2)C=2C=CC(=NC2)C(=O)NCCC)CC)=O 5-(3-(2,6-difluoro-3,5-dimethoxyphenyl)-1-ethyl-2-oxo-1,2,3,4-tetrahydropyrido[4,3-d]pyrimidin-7-yl)-N-propylpicolineamide